C(C)(C)[Si](O)(C1=CC=CC=C1)C Isopropyl-methylphenyl-silanol